FC=1C=C2C(=C3C=4CCCCC4C(=NC13)C1=CC=C(C(=O)O)C=C1)C=NN2 4-(5-Fluoro-8,9,10,11-tetrahydro-3H-pyrazolo[4,3-a]phenanthridin-7-yl)benzoic acid